1-(4-benzoimidazol-1-yl-phenyl)-3-[1,3,4]thiadiazol-2-yl-urea N1(C=NC2=C1C=CC=C2)C2=CC=C(C=C2)NC(=O)NC=2SC=NN2